ClC1=C(N)C=C(C(=C1OC)F)F 2-chloro-4,5-difluoro-3-methoxyaniline